(R)-N-(1-methylpyrrolidin-3-yl)-4-(tetrahydro-2H-pyran-4-yl)-3,4-dihydroquinoxaline-1(2H)-carboxamide CN1C[C@@H](CC1)NC(=O)N1CCN(C2=CC=CC=C12)C1CCOCC1